C(C(=C)C)(=O)O.CC(CCC)=O.CC(CCC)=O dipentanone methacrylate